N-(2,4-difluoro-5-vinylphenyl)benzamide FC1=C(C=C(C(=C1)F)C=C)NC(C1=CC=CC=C1)=O